N-[(E)-3-fluoro-2-[[2-(2-methyl-1-oxo-2,8-diazaspiro[4.5]dec-8-yl)pyrimidin-5-yl]oxymethyl]allyl]carbamic acid tert-butyl ester C(C)(C)(C)OC(NC/C(=C\F)/COC=1C=NC(=NC1)N1CCC2(CCN(C2=O)C)CC1)=O